S1C(=CC2=C1C=CC=C2)C(O)=NO benzothiophenehydroximic acid